C(C)(C)N1C(C2=CC=CC=C2C=C1)OC1=CC=C(C=C1)C(F)(F)F N-isopropyl-1-[4-(trifluoromethyl)phenoxy]isoquinoline